N,N'-bis(biphenyl-4-yl)-14,14-dimethyl-N,N'-bis(3,4,5-trimethylphenyl)-14H-dibenzo[d,d']fluoreno[3,2-b:6,7-b']difuran-3,10-diamine C1(=CC=C(C=C1)N(C1=CC2=C(C3=C(O2)C=C2C4=CC=5OC6=C(C5C=C4C(C2=C3)(C)C)C=CC(=C6)N(C6=CC(=C(C(=C6)C)C)C)C6=CC=C(C=C6)C6=CC=CC=C6)C=C1)C1=CC(=C(C(=C1)C)C)C)C1=CC=CC=C1